4-(4,6-dimethyl-1,3,5-triazin-2-yl)aniline CC1=NC(=NC(=N1)C)C1=CC=C(N)C=C1